BrC1=CC=C2C(=NC(=NC2=C1F)OCC1(CC1)CN(C)C)N1C[C@@](CCC1)(O)C (R)-1-(7-bromo-2-((1-((dimethylamino)methyl)cyclopropyl)methoxy)-8-fluoroquinazolin-4-yl)-3-methylpiperidin-3-ol